3-(3,3-Difluorocyclobutyl)-1-(2-(2-methoxyphenyl)-2-((tetrahydro-2H-pyran-4-yl)oxy)ethyl)-5-methyl-6-bromothieno[2,3-d]pyrimidine-2,4(1H,3H)-dione FC1(CC(C1)N1C(N(C2=C(C1=O)C(=C(S2)Br)C)CC(OC2CCOCC2)C2=C(C=CC=C2)OC)=O)F